FC1=C(C=C(C=C1)NC(=O)C=1N(C=C2C1OCC1C(NS2(=O)=O)CN(C1)C(C(=O)NC)=O)C)C N-(4-fluoro-3-methylphenyl)-7-methyl-2-(2-(methylamino)-2-oxoacetyl)-2,3,3a,4,10,10a-hexahydro-1H,7H-dipyrrolo[3,4-b:3',4'-f][1,4,5]oxathiazocine-8-carboxamide 5,5-dioxide